C(C=C)C=1C=NC=CC1N1CN(C2=CC=C(C=C2C1=O)C(F)(F)F)C1=C(C=C(C=C1)F)CCC=C 3-(3-allylpyridin-4-yl)-1-(2-(but-3-en-1-yl)-4-fluorophenyl)-6-(trifluoromethyl)-2,3-dihydroquinazolin-4(1H)-one